FC(C=1N=CN(C1)COCC[Si](C)(C)C)(F)F 4-(trifluoromethyl)-1-((2-(trimethylsilyl)ethoxy)methyl)-1H-imidazole